(5-(7-(1-methyl-1H-pyrazol-4-yl)quinazolin-5-yl)pyrazin-2-yl)-3,6-diazabicyclo[3.1.1]heptane CN1N=CC(=C1)C1=CC(=C2C=NC=NC2=C1)C=1N=CC(=NC1)C12CNCC(N1)C2